C(C(=O)NO)P(=O)(O)O The molecule is the hydroxamate of phosphonoacetic acid. It is a hydroxamic acid and an organic phosphonate. It derives from an acetic acid.